C(C1=CC=CC=C1)N(CCC[Si](OCC)(OCC)OCC)C [3-(benzylmethylamino)propyl]triethoxysilane